methyl 6-bromo-2-hydroxy-4-iodonicotinate BrC1=NC(=C(C(=O)OC)C(=C1)I)O